2-methyl-butendioic acid CC(C(=O)O)=CC(=O)O